(formyl)benzenesulfonamide C(=O)C1=C(C=CC=C1)S(=O)(=O)N